[NH2+]1C=CC=C1.[NH2+]1C=CC=C1 (azolium) azolium salt